CN(C1(CN(C1)C1=CC=2C(=C(N=NC2N[C@H](C)C=2C(=C(C#N)C=CC2)C)C)C=N1)C)C (R)-3-(1-((7-(3-(dimethylamino)-3-methylazetidin-yl)-4-methylpyrido[3,4-d]pyridazin-1-yl)amino)ethyl)-2-methylbenzonitrile